CN1C(C(CCC1=O)N1C(C2=CC=CC(=C2C1=O)NCCC(=O)O)=O)=O 3-((2-(1-methyl-2,6-dioxopiperidin-3-yl)-1,3-dioxoisoindolin-4-yl)amino)propionic acid